C1(CC1)CN1N=CC2=CC(=CC=C12)/C=C/C(=O)OC(C)(C)C tert-butyl (E)-3-(1-(cyclopropylmethyl)-1H-indazol-5-yl)acrylate